2-(2-azabicyclo[2.2.1]Hept-2-yl)-2-oxoacetamide C12N(CC(CC1)C2)C(C(=O)N)=O